2-[3,5-bis(trifluoromethyl)phenyl]-N-{4-(4-fluoro-2-methylphenyl)-6-[(7S,9aS)-7-(hydroxymethyl)hexahydropyrazino[2,1-c][1,4]oxazin-8(1H)yl]-3-pyridyl}-N,2-dimethylpropionamide FC(C=1C=C(C=C(C1)C(F)(F)F)C(C(=O)N(C)C=1C=NC(=CC1C1=C(C=C(C=C1)F)C)N1C[C@H]2COCCN2C[C@H]1CO)(C)C)(F)F